4-(2-fluoro-6-methoxy-4-methylphenyl)-2-(6-methyl-2-(piperazin-1-yl)pyrimidin-4-yl)-2,3-dihydro-1H-pyrrolo[3,4-c]pyridin-1-one FC1=C(C(=CC(=C1)C)OC)C1=NC=CC2=C1CN(C2=O)C2=NC(=NC(=C2)C)N2CCNCC2